BrC1=CC(=C(C=C1)C(C)C)F 4-bromo-2-fluoro-1-isopropylbenzene